C(C)(C)(C)OC(=O)OCC[C@H]1N([C@H]2CCCC[C@@H]2N(C1)C(=O)OC(C)(C)C)C(=O)OC(C)(C)C di-tert-butyl (2R,4aS,8aS)-2-(2-((tert-butoxycarbonyl)oxy)ethyl)octahydroquinoxaline-1,4-dicarboxylate